bis[(3-ethyl-3-oxetanyl)methoxymethyl]bicyclohexane C(C)C1(COC1)COCC1(CCCCC1)C1(CCCCC1)COCC1(COC1)CC